C(CCC)[N+]1(CCCC1)C Butyl-1-methyl-pyrrolidinium